7-(4-hydroxyphenyl)-8,9,10,11-tetrahydro-3H-pyrrolo[3,2-a]phenanthridine-2-carboxylic acid OC1=CC=C(C=C1)C1=NC2=CC=C3C(=C2C=2CCCCC12)C=C(N3)C(=O)O